CC1=C(C(=NN1C1=C(C=C(C#N)C=C1)F)C)C=CC(C)C(=O)O 4-(5-methyl-3-methyl-4-(3-carboxybut-1-en-1-yl)-1H-pyrazol-1-yl)-3-fluorobenzonitrile